D-4-pyridyl-alanine N1=CC=C(C=C1)N[C@H](C)C(=O)O